FC(C(=O)O)(F)F.[Si](C1=CC=CC=C1)(C1=CC=CC=C1)(C(C)(C)C)OC1CC(N(CC1)[C@H]1CNCC(C1)(F)F)=O (3'R)-4-{[tert-Butyl(diphenyl)silyl]oxy}-5',5'-difluoro[1,3'-bipiperidin]-2-one, trifluoroacetate salt